8-(1-Ethyl-3-(trifluoromethyl)-1H-pyrazol-4-yl)-6-methylchroman-4-one C(C)N1N=C(C(=C1)C=1C=C(C=C2C(CCOC12)=O)C)C(F)(F)F